C(#N)C1=C(C=CC(=N1)C(=O)NC)N1CCN(CC1)CC=1C(NN=C(C1)NC(=O)NCC)=O 6-cyano-5-(4-((6-(3-ethylureido)-3-oxo-2,3-dihydropyridazin-4-yl)methyl)piperazin-1-yl)-N-methylpicolinamide